(3aR,6R,7aR)-1-(7,8-dihydro[1,4]dioxino[2,3-e][1,3]benzothiazol-2-yl)-2-oxooctahydropyrano[3,4-d]imidazole-6-carbonitrile N1=C(SC2=C1C1=C(C=C2)OCCO1)N1C(N[C@@H]2[C@H]1C[C@@H](OC2)C#N)=O